N6-(2-methoxy-4-morpholinophenyl)-3-(1-methyl-1H-pyrazol-4-yl)-N4-((tetrahydrofuran-2-yl)methyl)-1H-pyrazolo[3,4-d]pyrimidine-4,6-diamine COC1=C(C=CC(=C1)N1CCOCC1)NC1=NC(=C2C(=N1)NN=C2C=2C=NN(C2)C)NCC2OCCC2